ClC1=NC2=CC(=C(C=C2C(=N1)N1CC2CCC(C1)N2C(=O)OC(C)(C)C)C(F)(F)F)Cl tert-butyl 3-[2,7-dichloro-6-(trifluoromethyl)quinazolin-4-yl]-3,8-diazabicyclo[3.2.1]octane-8-carboxylate